1,8-dimethoxy-2,7-dimethyl-anthracene COC1=C(C=CC2=CC3=CC=C(C(=C3C=C12)OC)C)C